[1-[4-[methyl(tetra-hydropyran-4-yl)amino]-5-oxido-6,7-dihydro-thieno[3,2-d]pyrimidin-5-ium-2-yl]azetidin-3-yl] 1,5-dimethylpyrazole-3-carboxylate CN1N=C(C=C1C)C(=O)OC1CN(C1)C=1N=C(C2=C(N1)CC[S+]2[O-])N(C2CCOCC2)C